C1=CCC(C=2C=CC3=C(CCCCC=CC3)C12)=O naphthocyclonon-8-en-4-one